C1(=CC=C(C=C1)C(C(=O)O)CC)C 2-(p-tolyl)butanoic acid